C(CCC\C=C/CCCCC)(=O)OC(CCC\C=C/CCCCC)C(CCC\C=C/CCCCC)OC(CCCCCN(C)C)=O (6Z,16Z)-12-{[6-(dimethylamino)hexanoyl]oxy}docosa-6,16-dien-11-yl (5Z)-undec-5-enoate